C(C)C1=NC(=NO1)C1=CC2=C([C@@H](CO2)NC(C([2H])([2H])[2H])=O)C=C1 (S)-N-(6-(5-ethyl-1,2,4-oxadiazol-3-yl)-2,3-dihydrobenzofuran-3-yl)acetamide-2,2,2-d3